N-[3-fluoro-4-[(7-methoxy-1,5-naphthyridin-4-yl)oxy]phenyl]-5-(furan-2-yl)-4-hydroxy-6-methylpyridine-3-carboxamide FC=1C=C(C=CC1OC1=CC=NC2=CC(=CN=C12)OC)NC(=O)C=1C=NC(=C(C1O)C=1OC=CC1)C